(4-(4-(tert-butyl)phenyl)-1H-indazol-3-yl)glycine C(C)(C)(C)C1=CC=C(C=C1)C1=C2C(=NNC2=CC=C1)NCC(=O)O